FC1=C(C(=CC(=C1)C1=NC=C(C(=N1)OCCC)F)F)N1CCC(CC1)CC(=O)O {1-[2,6-difluoro-4-(5-fluoro-4-propoxy-pyrimidin-2-yl)-phenyl]-piperidin-4-yl}-acetic acid